4-vinylbenzyl(tris(2-(4-vinylbenzoyloxy)ethyl))ammonium C(=C)C1=CC=C(C[N+](CCOC(C2=CC=C(C=C2)C=C)=O)(CCOC(C2=CC=C(C=C2)C=C)=O)CCOC(C2=CC=C(C=C2)C=C)=O)C=C1